2,2'-ethylenedithiodiethanol C(CSCCO)SCCO